COC([C@@H](NC(=O)OC(C)(C)C)CS)=O boc-L-cysteine methyl ester